N=1CC2(C=C3C=CC=CC13)CNCC2 spiro[pyrrolidine-3,3'-quinoline]